OC1C=C(CCC1OC)C1OC2=CC(=CC(=C2C(C1)O)OC)C 2-(3-Hydroxy-4-methoxycyclohexen-1-yl)-5-methoxy-7-methyl-3,4-dihydro-2H-chromen-4-ol